3-(4-(9-(4-((3R,5R)-5-((5-chloro-6-oxo-1,6-dihydropyridazin-4-yl)amino)-1-methylpiperidin-3-yl)benzoyl)-3,9-diazaspiro[5.5]undecan-3-yl)phenoxy)piperidine-2,6-dione ClC1=C(C=NNC1=O)N[C@@H]1C[C@@H](CN(C1)C)C1=CC=C(C(=O)N2CCC3(CCN(CC3)C3=CC=C(OC4C(NC(CC4)=O)=O)C=C3)CC2)C=C1